bromo-(3-hydroxypropyl)-2-methoxy-methylbenzamide BrC=1C(=C(C(=C(C(=O)N)C1)OC)C)CCCO